O1CC[C@@H](C2=C1C=CC=C2)NC(=O)C2=C(C=1N(N=C2)C(=C(N1)C)CC(C)C)C(C)C N-[(4S)-3,4-dihydro-2H-1-benzopyran-4-yl]-2-methyl-3-(2-methylpropyl)-8-(propan-2-yl)imidazo[1,2-b]pyridazine-7-carboxamide